OC1=C(C(=O)OC)C=CC(=C1)C1NCCCC1 Methyl 2-hydroxy-4-(piperidin-2-yl)benzoate